NC=1N=C(C(=NC1)C#CC1CCN(C2(CC2)C1)C(=O)OC(C)(C)C)Cl tert-butyl 7-((5-amino-3-chloropyrazin-2-yl)ethynyl)-4-azaspiro[2.5]octane-4-carboxylate